ClC=1C=C(C=CC1F)NC1=NC=NC2=CC(=C(C=C12)NC(\C=C\CN1CCC(CC1)NC(COCCSC1=C2C(N(C(C2=CC=C1)=O)C1C(NC(CC1)=O)=O)=O)=O)=O)OC (E)-N-(4-((3-chloro-4-fluorophenyl)amino)-7-methoxyquinazolin-6-yl)-4-(4-(2-(2-((2-(2,6-dioxopiperidin-3-yl)-1,3-dioxoisoindolin-4-yl)thio)ethoxy)acetamido)piperidin-1-yl)but-2-enamide